C(C)OC(=O)C=1N=C(N(C1N)C1C(C1)C(F)(F)F)Br 5-amino-2-bromo-1-[2-(trifluoromethyl)cyclopropyl]-1H-imidazole-4-carboxylic acid ethyl ester